tert-butyl 3-(1,1,1-trifluoropropan-2-yl)pyrrolidine-1-carboxylate FC(C(C)C1CN(CC1)C(=O)OC(C)(C)C)(F)F